CC(CCCC(=O)[O-])CC(CC(C)C)=C 3,7-dimethyl-5-methyleneoctylacetate